[Pd](Cl)Cl.CP(C1=CC=CC=C1)C1=CC=CC=C1.CP(C1=CC=CC=C1)C1=CC=CC=C1 bis(methyl-diphenyl-phosphine) palladium dichloride